2-(4-(4-((4-chloro-2-fluorobenzyl)oxy)pyrimidin-2-yl)cyclohex-3-en-1-yl)acetaldehyde ClC1=CC(=C(COC2=NC(=NC=C2)C2=CCC(CC2)CC=O)C=C1)F